pyrazolo-[1,5-a]pyridin-3-ylamine N1=CC(=C2N1C=CC=C2)N